tert-butyl (3R)-3-({[7-(4-cyanophenyl)-8-(1-methyl-1H-pyrazolo[3,4-b]pyridin-5-yl)imidazo[1,2-c]pyrimidin-5-yl]oxy}methyl)piperidine-1-carboxylate C(#N)C1=CC=C(C=C1)C1=C(C=2N(C(=N1)OC[C@H]1CN(CCC1)C(=O)OC(C)(C)C)C=CN2)C=2C=C1C(=NC2)N(N=C1)C